C1(=CC=CC=C1)S(=O)(=O)C1=C(C(=CC=C1)C1=CC=CC=C1)O benzenesulfonyl-[1,1'-biphenyl]-2-ol